2-Amino-N-((8-chloro-1-cyano-5-(pyrrolidin-1-yl)imidazo[1,5-a]pyridin-6-yl)methyl)pyrazolo[1,5-a]pyrimidine-3-carboxamide NC1=NN2C(N=CC=C2)=C1C(=O)NCC=1C=C(C=2N(C1N1CCCC1)C=NC2C#N)Cl